ClC1=C2C3=C(N=CN=C3C(=C1C1=C(C(=CC=C1F)[N+](=O)[O-])C)F)N1[C@H](CO2)CN(CC1)C(=O)OC(C)(C)C Tert-butyl (8aS)-6-Chloro-4-fluoro-5-(6-fluoro-2-methyl-3-nitrophenyl)-8a,9,11,12-tetrahydropyrazino[2',1':3,4][1,4]oxazepino[5,6,7-de]quinazoline-10(8H)-carboxylate